1-bromo-2-(2-methoxybenzyl)benzene tert-butyl-6-(bis(4H-benzo[d][1,3]dioxin-6-yl)methyl)-2-azaspiro[3.3]heptane-2-carboxylate C(C)(C)(C)OC(=O)N1CC2(C1)CC(C2)C(C2=CC1=C(OCOC1)C=C2)C2=CC1=C(OCOC1)C=C2.BrC2=C(C=CC=C2)CC2=C(C=CC=C2)OC